4-((2-(bromomethyl)-4-(2-fluorophenyl)pyrrolidin-1-yl)sulfonyl)morpholine BrCC1N(CC(C1)C1=C(C=CC=C1)F)S(=O)(=O)N1CCOCC1